C1(CCCCC1)C[C@@H]1C(N2[C@@H](N(O1)C(\C=C\C1=NC3=CC=CC=C3N=C1)=O)CN(C([C@@H]2CC(C)(C)C)=O)CC2CCCCC2)=O (3R,6S,9aS)-3,8-bis(cyclohexylmethyl)-6-neopentyl-1-((E)-3-(quinoxalin-2-yl)acryloyl)tetrahydropyrazino[2,1-c][1,2,4]oxadiazine-4,7(3H,6H)-dione